C(CCC)C1=C(C(=NN1CC)C(C)C)O 5-n-butyl-1-ethyl-4-hydroxy-3-isopropylpyrazole